tert-butyl-((S)-6-(tert-butylamino)-1-(((S)-1-((naphthalen-1-ylmethyl) amino)-1-oxopropan-2-yl) amino)-1,6-dioxohex-3-yl) carbamate C(N)(OC([C@@H](C(=O)N[C@H](C(=O)NCC1=CC=CC2=CC=CC=C12)C)C(C)(C)C)CCC(=O)NC(C)(C)C)=O